4-{[(4-methylpiperidin-4-yl)oxy]methyl}-1,3-thiazol-2-amine trifluoroacetate salt FC(C(=O)O)(F)F.CC1(CCNCC1)OCC=1N=C(SC1)N